CN1C=NC=2C1=NC=C(C2)OC2=C(C=C(C=C2)[N+](=O)[O-])C 3-methyl-6-(2-methyl-4-nitrophenoxy)-3H-imidazo[4,5-b]pyridine